(S)-27-((((9H-Fluoren-9-yl)methoxy)carbonyl)amino)-5,21-dioxo-1-((3aS,4S,6aR)-2-oxohexahydro-1H-thieno[3,4-d]imidazol-4-yl)-9,12,15,18-tetraoxa-6,22-diazaoctacosan-28-oic acid C1=CC=CC=2C3=CC=CC=C3C(C12)COC(=O)N[C@@H](CCCCNC(CCOCCOCCOCCOCCNC(CCCC[C@@H]1SC[C@@H]2NC(N[C@@H]21)=O)=O)=O)C(=O)O